O1-tert-butyl O2-methyl (2S,4S)-4-[[6-bromo-4-(methoxymethyl)-2-pyridyl]amino]pyrrolidine-1,2-dicarboxylate BrC1=CC(=CC(=N1)N[C@H]1C[C@H](N(C1)C(=O)OC(C)(C)C)C(=O)OC)COC